ClC1=CC=C(C(=O)NC2N(C(N(S2)CC2=CC=C(C=C2)Cl)=O)COC(CC(C)C)=O)C=C1 (2S)-1-{[5-(4-chlorobenzoylamino)-2-[(4-chlorophenyl)methyl]-3-oxo-1,2,4-thiadiazolidin-4-yl]methoxy}-3-methyl-1-oxobutane